[N+](=O)([O-])C=1C=CC(=NC1)OC[C@H](C)NC1=NC=NC(=C1Cl)CC (S)-N-(1-((5-nitropyridin-2-yl)oxy)propan-2-yl)-5-chloro-6-ethylpyrimidin-4-amine